4-(4-fluoropiperidin-1-yl)but-2-enamide FC1CCN(CC1)CC=CC(=O)N